FC(C=1C=CC(=NC1)NC([C@H](C)N1C[C@@H](C(CC1)(F)F)C1=CC=[N+](C=C1)[O-])=O)(C1=CC=C(C=C1)F)F 4-((S)-1-((S)-1-((5-(difluoro(4-fluorophenyl)methyl)pyridin-2-yl)amino)-1-oxopropan-2-yl)-4,4-difluoropiperidin-3-yl)pyridine 1-oxide